CON(C([C@@H](C)N(C(OC(C)(C)C)=O)C)=O)C Tert-butyl (R)-(1-(methoxy(methyl)amino)-1-oxopropan-2-yl)(methyl)carbamate